FC1([C@@H](C1)CN1C(=CN2C1=NC(=C(C2=O)C=2C=NN(C2)CCC(F)(F)F)C(F)(F)F)C)F 1-{[(1S)-2,2-difluorocyclopropyl]methyl}-2-methyl-7-(trifluoromethyl)-6-[1-(3,3,3-trifluoropropyl)-1H-pyrazol-4-yl]-1H,5H-imidazo[1,2-a]pyrimidin-5-one